4-[(1S)-1-[[4-[(3R)-3-[3-(Trifluoromethyl)phenoxy]pyrrolidin-1-yl]tetrahydropyran-4-carbonyl]dimethylamino]ethyl]benzamide, hydrochloride Cl.FC(C=1C=C(O[C@H]2CN(CC2)C2(CCOCC2)C(=O)CN([C@@H](C)C2=CC=C(C(=O)N)C=C2)C)C=CC1)(F)F